C(=C=O)C(=O)C(OC1=CC(=CC=C1O)\C=C\C(=O)CC(=O)\C=C\C1=CC=C(O)C(OC)=C1)C(=O)C=C=O bis-ketenemonocarbonyl-curcumin